ClC1=CC=C(C=C1)C=1N=C2N(C=CC=C2)C1C=1N=NN(C1)CC1=CC=C(C=C1)[N+](=O)[O-] 2-(4-Chlorophenyl)-3-(1-(4-nitrobenzyl)-1H-1,2,3-triazol-4-yl)imidazo[1,2-a]pyridin